Cl.Cl.N12C=3C=C(N=NC3NC[C@H]2CNCC1)C1=C(C=CC=C1)O 2-[(10R)-1,5,6,8,12-pentazatricyclo[8.4.0.02,7]tetradeca-2(7),3,5-trien-4-yl]phenol dihydrochloride